methylglutaryl-coenzyme A CC(C(=O)SCCNC(CCNC([C@@H](C(COP(OP(OC[C@@H]1[C@H]([C@H]([C@@H](O1)N1C=NC=2C(N)=NC=NC12)O)OP(=O)(O)O)(=O)O)(=O)O)(C)C)O)=O)=O)CCC(=O)O